CN1N=CC(=C1)N1N=CC2=CC=C(C=C12)C=1C(=NC=CC1)C(=O)N (1-(1-methyl-1H-pyrazol-4-yl)-1H-indazol-6-yl)picolinamide